ClC1=NC(=CC=C1C(=O)OC)OS(=O)(=O)C(F)(F)F methyl 2-chloro-6-(trifluoromethylsulfonyloxy)pyridine-3-carboxylate